2-[3-(4-tert-Butylphenyl)-2-methylpropenylidene]malononitrile C(C)(C)(C)C1=CC=C(C=C1)C=C(C=C(C#N)C#N)C